2-(2,4-Dimethoxybenzyl)-7-(5-(furan-2-yl)-3-(trifluoromethyl)-1H-pyrazol-1-yl)isoquinoline-1(2H)-imine COC1=C(CN2C(C3=CC(=CC=C3C=C2)N2N=C(C=C2C=2OC=CC2)C(F)(F)F)=N)C=CC(=C1)OC